[SiH2]=O silanal